C(C=C)(=O)N1[C@@H](CN(CC1)C1=C(C(N(C2=NC(=C(C=C12)Cl)C1=C(C(=C(C(=C1F)F)F)F)N)C=1C(=NC=CC1C)C(C)C)=O)C#N)C (P)-4-((R)-4-acryloyl-3-methylpiperazin-1-yl)-7-(2-amino-3,4,5,6-tetrafluorophenyl)-6-chloro-1-(2-isopropyl-4-methylpyridin-3-yl)-2-oxo-1,2-dihydro-1,8-naphthyridine-3-carbonitrile